C(CC)(=O)OCC(=O)OC(C)C1CC(CCC1)(C)C 2-(1-(3,3-dimethylcyclohexyl)ethoxy)-2-oxoethyl propionate